1,1'-bis(diphenylphosphinoyl)ferrocene C1(=CC=CC=C1)P(=O)([C-]1C=CC=C1)C1=CC=CC=C1.[C-]1(C=CC=C1)P(=O)(C1=CC=CC=C1)C1=CC=CC=C1.[Fe+2]